OC(C(C=O)C1=CC=CC=C1)(C)C 3-hydroxy-3-methyl-2-phenylbutane-1-one